(rac)-(2s,4s)-2-(6-(3-(Trifluoromethoxy)phenyl)-3-azabicyclo[4.1.0]heptan-3-carbonyl)-7-oxa-5-azaspiro[3.4]octan-6-on FC(OC=1C=C(C=CC1)C12CCN(CC2C1)C(=O)C1CC2(C1)NC(OC2)=O)(F)F